Methyl (S)-4'-(2-oxo-3-(pyrrolidin-3-yl)-6-(trifluoromethyl)-2,3-dihydro-1H-imidazo[4,5-b]pyridin-1-yl)-[1,1'-biphenyl]-4-carboxylate Hydrochloride Cl.O=C1N(C=2C(=NC=C(C2)C(F)(F)F)N1[C@@H]1CNCC1)C1=CC=C(C=C1)C1=CC=C(C=C1)C(=O)OC